CCCCOC(=O)C1=CC=CC=C1C(=O)OCC2=CC=CC=C2 benzyl n-butyl phthalate